FC(C1=NC=CC=C1S)(F)F 2-(trifluoromethyl)pyridine-3-thiol